O1C(CCCC1)N1N=CC(=C1)O 1-(tetrahydro-2H-pyran-2-yl)-1H-pyrazol-4-ol